porphyrin salicylate C(C=1C(O)=CC=CC1)(=O)O.C12=CC=C(N1)C=C1C=CC(=N1)C=C1C=CC(N1)=CC=1C=CC(N1)=C2